FC1=C(C=CC2=C1SC1=C2C=CC(=C1F)C(F)(F)F)C1(CCC(CC1)CCC)O 1-(4,6-difluoro-7-trifluoromethyl-dibenzothiophen-3-yl)-4-propyl-cyclohexanol